2-([1,4]Dioxan-2-ylmethoxy)-9-(3,4,5,6-tetrahydro-2H-[1,2']bipyridinyl-5'-yl)-6,7-dihydro-pyrimido[6,1-a]isoquinolin-4-one O1C(COCC1)COC1=NC(N2C(C3=CC=C(C=C3CC2)C=2C=CC(=NC2)N2CCCCC2)=C1)=O